(8-{[2-(4-Chlorophenyl)imidazo[1,2-a]pyridin-3-yl]methyl}-3,8-diazabicyclo[3.2.1]oct-3-yl)(5-fluoro-2-methoxyphenyl)methanon ClC1=CC=C(C=C1)C=1N=C2N(C=CC=C2)C1CN1C2CN(CC1CC2)C(=O)C2=C(C=CC(=C2)F)OC